2-[(S)-4-(4-Chloro-1-methyl-1H-pyrazole-3-carbonyl)-2-methyl-piperazin-1-yl]-1-(4-fluoro-phenyl)-ethanone ClC=1C(=NN(C1)C)C(=O)N1C[C@@H](N(CC1)CC(=O)C1=CC=C(C=C1)F)C